COC=1C=C2C(=C(C(N(C2=CC1)C)=O)[N+](=O)[O-])N1CCN(CC1)CC1=CC=CC2=CC=CC=C12 6-Methoxy-1-methyl-4-{4-[(naphthalen-1-yl)methyl]piperazin-1-yl}-3-nitro-1,2-dihydrochinolin-2-on